1-(3-chloro-4-(trifluoromethyl)phenyl)-3-(3-(3-methoxyquinoxaline-6-carbonyl)phenyl)urea ClC=1C=C(C=CC1C(F)(F)F)NC(=O)NC1=CC(=CC=C1)C(=O)C=1C=C2N=C(C=NC2=CC1)OC